CC1=NC=C(N=C1C=1C=NC(=CC1)C1=CNC2=NC=C(C=C21)C=2C=CC1=C(CC[C@](CC1)(N1[C@@H](CCC1)C)C)C2)C 2,5-Dimethyl-3-(6-{5-[(7S)-7-methyl-7-[(2R)-2-methylpyrrolidin-1-yl]-6,7,8,9-tetrahydro-5H-benzo[7]annulen-2-yl]-1H-pyrrolo[2,3-b]pyridin-3-yl}pyridin-3-yl)pyrazine